[8-(1-octylnonoxy)-8-oxo-octyl](2S)-4-hydroxy-1-[6-(1-octylnonoxy)-6-oxo-hexyl]pyrrolidine-2-carboxylate C(CCCCCCC)C(CCCCCCCC)OC(CCCCCCCOC(=O)[C@H]1N(CC(C1)O)CCCCCC(=O)OC(CCCCCCCC)CCCCCCCC)=O